C(C)(C)(C)C1=CC=C(C=C1)C1=CC=C(C=C1)OC1=CC=C(N)C=C1 4-(4'-tert-butyl-biphenyl-4-yloxy)aniline